[Si](C1=CC=CC=C1)(C1=CC=CC=C1)(C(C)(C)C)OCCCCCCC(C(=O)OCC1=CC=CC=C1)C(=O)OC(C)(C)C 1-benzyl 3-(tert-butyl) 2-(6-((tert-butyldiphenylsilyl)oxy)hexyl)malonate